CC1(COC1)COC1=CC2=C(N(C=N2)C2=NC3=CC=CC=C3C=C2)C=C1 2-(5-((3-methyloxetan-3-yl)methoxy)-1H-benzo[d]imidazol-1-yl)quinoline